C(C1=CC=CC=C1)N1CC=2C(=C(N=C(C2CC1)N1CCN(CC1)C(=O)OC(C)(C)C)Cl)C#N tert-butyl 4-(6-benzyl-3-chloro-4-cyano-5,6,7,8-tetrahydro-2,6-naphthyridin-1-yl)piperazine-1-carboxylate